CCCCC/C=C\\C[C@@H](/C=C/C=C\\C/C=C\\CCCC(=O)O)OO The molecule is the (S)-enantiomer of 12-HPETE. It has a role as a mouse metabolite. It derives from an icosa-5,8,10,14-tetraenoic acid. It is a conjugate acid of a 12(S)-HPETE(1-). It is an enantiomer of a 12(R)-HPETE.